O=C1NC(CCC1N1C(N(C2=C1C=CC(=C2)C#CCOCCC(=O)OC(C)(C)C)C)=O)=O tert-butyl 3-[3-[1-(2,6-dioxo-3-piperidyl)-3-methyl-2-oxo-benzimidazol-5-yl]prop-2-ynoxy]propanoate